4-((5-(benzyloxy)imidazo[4,5-b]pyridin-3-yl)methyl)phenylphosphonic acid diphenyl ester C1(=CC=CC=C1)OP(OC1=CC=CC=C1)(=O)C1=CC=C(C=C1)CN1C=NC=2C1=NC(=CC2)OCC2=CC=CC=C2